4-hydroxy-2-oxo-5,6-dihydropyridine-1-carboxylate OC1=CC(N(CC1)C(=O)[O-])=O